C1(CC1)N1C(NC(C2=C1N=CC(=C2)C(=O)NCCC(=O)NC2=NC(=CC=C2)C)=O)=O 1-cyclopropyl-1,2,3,4-tetrahydro-N-[3-[(6-methyl-2-pyridinyl)amino]-3-oxopropyl]-2,4-dioxo-pyrido[2,3-d]pyrimidine-6-carboxamide